FC1=CC=C(C=C1)[C@H](C)NC(=O)C=1C=NC2=C(N=C(C=C2C1N1CCN[C@H](CC1)C)C)C1CC1 N-[(S)-1-(p-fluorophenyl)ethyl]-4-[(S)-5-methyl-1,4-diazepan-1-yl]-8-cyclopropyl-6-methyl-1,7-diaza-3-naphthamide